FC=1C=C(C=CC1C1=NOC(=N1)C(F)(F)F)C(COCC=1C=NN(C1)C)=O 1-(3-Fluoro-4-(5-(trifluoromethyl)-1,2,4-oxadiazol-3-yl)phenyl)-2-((1-methyl-1H-pyrazol-4-yl)methoxy)ethan-1-on